C(C)N(C=1C=C2CCCC(C2=CC1)=O)CC 6-(diethylamino)-3,4-dihydronaphthalene-1(2H)-one